Tert-butyl 3,3-difluoro-4-[3-(piperazin-1-yl)azetidin-1-yl]piperidine-1-carboxylate FC1(CN(CCC1N1CC(C1)N1CCNCC1)C(=O)OC(C)(C)C)F